3-iodo-N-(2-(piperidin-1-yl)ethyl)aniline IC=1C=C(NCCN2CCCCC2)C=CC1